5-(4,6-dimethylpyrimidin-2-yl)-1H-benzo[cd]indol-2-one CC1=NC(=NC(=C1)C)C=1C=CC=2C(NC3=CC=CC1C23)=O